Cl.N1C[C@H](CC1)O (3S)-PYRROLIDIN-3-OL-HYDROCHLORID